CC1=CC=C(C=C1)S(=O)(=O)[O-].[Na+] sodium toluenesulfonate